N'-(3,6-difluoropyridin-2-yl)-3-(3-(6-fluoro-1H-indol-3-yl)azetidin-1-yl)propan-hydrazide FC=1C(=NC(=CC1)F)NNC(CCN1CC(C1)C1=CNC2=CC(=CC=C12)F)=O